(4-hydroxyphenyl)-1,1,3-trimethyl-2H-inden-5-ol OC1=CC=C(C=C1)C1C(C2=CC=C(C=C2C1C)O)(C)C